C(C=C)(=O)N1C[C@@H](N(CC1)C=1C2=C(N(C(N1)=O)C1=NC=NC=C1C(C)C)N=C(C(=C2)Cl)C2=C(C=CC=C2)F)C (S)-4-(4-Acryloyl-2-methylpiperazin-1-yl)-6-chloro-7-(2-fluorophenyl)-1-(5-isopropylpyrimidin-4-yl)pyrido[2,3-d]pyrimidin-2(1H)-one